O[C@H]1[C@@H](CCC1)NC1=NC(=NC=C1C(=O)N)NC1CCOCC1 4-((1R,2R)-2-hydroxycyclopentylamino)-2-(tetrahydro-2H-pyran-4-ylamino)pyrimidine-5-carboxamide